(S)-2-(2'-(4-methyl-4H-1,2,4-triazol-3-yl)-[1,1'-biphenyl]-3-yl)-5-((3-methylpiperidin-1-yl)methyl)-7-(trifluoromethyl)benzo[d]oxazole CN1C(=NN=C1)C1=C(C=CC=C1)C1=CC(=CC=C1)C=1OC2=C(N1)C=C(C=C2C(F)(F)F)CN2C[C@H](CCC2)C